3-((3S,4R)-3-((dimethylamino)methyl)-1-((5-fluoropyridin-3-yl)methyl)-4-hydroxypiperidin-4-yl)benzonitrile CN(C)C[C@H]1CN(CC[C@]1(O)C=1C=C(C#N)C=CC1)CC=1C=NC=C(C1)F